[Si](C)(C)(C(C)(C)C)O[C@@H]1[C@H](N(C[C@H]1N1CCN(CCN(CCN(CC1)CC(OC(C)(C)C)=O)CC(OC(C)(C)C)=O)CC(=O)OC(C)(C)C)C(=O)OCC1=CC=CC=C1)C(=O)OCC1=CC=CC=C1 dibenzyl (2S,3S,4R)-3-((tert-butyldimethylsilyl)oxy)-4-(4,7,10-tris(2-(tert-butoxy)-2-oxoethyl)-1,4,7,10-tetraazacyclododecan-1-yl)pyrrolidine-1,2-dicarboxylate